FC=1C=C(C=NC1OC1=C(N=C(S1)I)C)N1N=C2N(C1=O)C(CC2)C2=CC=CC=C2 2-[5-fluoro-6-(2-iodo-4-methyl-thiazol-5-yl)oxy-3-pyridyl]-5-phenyl-6,7-dihydro-5H-pyrrolo[2,1-c][1,2,4]triazol-3-one